(E)-3-(6-(tert-Butyl)-2-(cyclopropylmethoxy)pyridin-3-yl)-N-(2-oxo-2,3-dihydro-1H-benzo[d]imidazol-4-yl)acrylamid C(C)(C)(C)C1=CC=C(C(=N1)OCC1CC1)/C=C/C(=O)NC1=CC=CC=2NC(NC21)=O